3-cyclopropyl-N-(2-fluoro-2-methylpropyl)-9-(isoquinolin-4-ylamino)-8,9-dihydro-7H-cyclopenta[H]isoquinoline-5-sulfonamide C1(CC1)C=1N=CC=2C3=C(C=C(C2C1)S(=O)(=O)NCC(C)(C)F)CCC3NC3=CN=CC1=CC=CC=C31